Borneol hydrochloride Cl.C12(C(CC(CC1)C2(C)C)O)C